NC=1C=C(C=CC1)C1(CC(C1)CC#N)CC1=NN=CN1C 2-(3-(3-aminophenyl)-3-((4-methyl-4H-1,2,4-triazol-3-yl)methyl)cyclobutyl)acetonitrile